tert-butyl((S)-1-(((S)-1-cyclohexyl-2-((S)-2-((2-(4-(Methylamino)butanamido)-4-phenylthiazol-5-yl)carbamoyl)pyrrolidin-1-yl)-2-oxoethyl)amino)-1-oxopropan-2-yl)(methyl)carbamate C(C)(C)(C)OC(N(C)[C@H](C(=O)N[C@H](C(=O)N1[C@@H](CCC1)C(NC1=C(N=C(S1)NC(CCCNC)=O)C1=CC=CC=C1)=O)C1CCCCC1)C)=O